CC=1[C@@H](C[C@@H]([C@H](C1)C)C)CC=O 2-((1S,4R,5S)-2,4,5-trimethylcyclohex-2-en-1-yl)acetaldehyde